ClC=1C(=CC(=NC1)OC)C1=CC(=NN1)C(=O)N1CCC(CC1)C(=O)NC1CCC(CC1)C(F)(F)F [5-(5-chloro-2-methoxypyridin-4-yl)-1H-pyrazole-3-carbonyl]-N-[(1s,4s)-4-(trifluoromethyl)cyclohexyl]piperidine-4-carboxamide